O(CCOCCCN)CCOCCCN 3,3'-((oxybis(ethane-2,1-diyl))bis(oxy))bis(propan-1-amine)